6-(2-methoxy-4-methylpyridin-3-yl)-1-(4-(1-methyl-4-(trifluoromethyl)-1H-imidazol-2-yl)benzyl)-1H-pyrazolo[3,4-d]pyrimidine COC1=NC=CC(=C1C1=NC=C2C(=N1)N(N=C2)CC2=CC=C(C=C2)C=2N(C=C(N2)C(F)(F)F)C)C